N1C(=NC=C1)COC1=C(C(=C2C=C(N(C2=C1)C)C(=O)N[C@@]1(COCC1)C1=CC=C(C(=O)O)C=C1)Cl)Cl |r| (±)-4-(3-(6-((1H-imidazol-2-yl)methoxy)-4,5-dichloro-1-methyl-1H-indole-2-carboxamido)tetrahydrofuran-3-yl)benzoic acid